C(C)C(C(=O)OCOC=1C(=C(C=C(C1)CCCCC)OCOC(C(CC)CC)=O)CC=C(CCC=C(C)C)C)CC ((2-(3,7-dimethylocta-2,6-dien-1-yl)-5-pentyl-1,3-phenylene)bis(oxy))bis(methylene) bis(2-ethylbutanoate)